[(1S)-3-methyl-1-[[(1S)-1-(nitrosomethyl)-2-[(3S)-2-oxopyrrolidin-3-yl]ethyl]carbamoyl]butyl]-1H-benzimidazole-2-carboxamide CC(C[C@@H](C(N[C@@H](C[C@H]1C(NCC1)=O)CN=O)=O)N1C(=NC2=C1C=CC=C2)C(=O)N)C